3-benzyl-1H-imidazolium 4-vinylbenzenesulfonate C(=C)C1=CC=C(C=C1)S(=O)(=O)[O-].C(C1=CC=CC=C1)[N+]1=CNC=C1